C(C)(C)C1=NC=NC(=C1NC1=C(C(=O)O)C=CC=N1)C(C)C ((4,6-diisopropylpyrimidin-5-yl)amino)nicotinic acid